O[C@H]1[C@H](NCCC1)C(=O)O (2S,3R)-3-hydroxy-2-piperidinecarboxylic acid